FC1=CCC(C(=C1)C1=C(C=CC=C1)C(F)(F)F)(C1=C(C=CC=C1)C(F)(F)F)O 5'-fluoro-2,2''-bis(trifluoromethyl)terphenyl-2'-ol